OC1=C(C=CC(=C1)C=1OC2=CC(=CC(=C2C(C1O)=O)O)O)[O-] 2-hydroxy-4-(3,5,7-trihydroxy-4-oxo-4H-chromen-2-yl)phenolate